tert-butyl 2-(4-{(6-{[5-cyclopropyl-1-(oxan-2-yl)-1H-pyrazol-3-yl]amino}-5-methoxy-1,2-benzoxazol-3-yl)[(4-methoxyphenyl)methyl]sulfamoyl}-3,5-dimethoxyphenyl)pyrrolidine-1-carboxylate C1(CC1)C1=CC(=NN1C1OCCCC1)NC1=CC2=C(C(=NO2)N(S(=O)(=O)C2=C(C=C(C=C2OC)C2N(CCC2)C(=O)OC(C)(C)C)OC)CC2=CC=C(C=C2)OC)C=C1OC